5-(4-(1-(4-((S)-2-(3-chloro-4-cyanophenyl)-3-methyl-2,8-diazaspiro[4.5]decane-8-yl)benzoyl)piperidin-4-yl)piperazin-1-yl)-N-(2,6-dioxopiperidin-3-yl)pyridinecarboxamide ClC=1C=C(C=CC1C#N)N1CC2(C[C@@H]1C)CCN(CC2)C2=CC=C(C(=O)N1CCC(CC1)N1CCN(CC1)C=1C=CC(=NC1)C(=O)NC1C(NC(CC1)=O)=O)C=C2